6-(2-(2-Hydroxyethyl)-1-methyl-1H-benzo[d]imidazol-6-yl)-8-(4-methoxyphenyl)-2-((2,2,2-Trifluoroethyl)amino)pterin OCCC1=NC2=C(N1C)C=C(C=C2)C=2N=C1C(NC(N=C1N(C2)C2=CC=C(C=C2)OC)(N)NCC(F)(F)F)=O